O=C1NC(CCC1N1C(C2=CC=CC(=C2C1)CCCCCCCN1CCN(CC1)C1CCN(CC1)C1=CC=C(N=N1)C(=O)N1CCC(CC1)CCCCNC(\C=C\C=1C=NC=CC1)=O)=O)=O (E)-N-(4-(1-(6-(4-(4-(7-(2-(2,6-dioxopiperidin-3-yl)-1-oxoisoindolin-4-yl)heptyl)piperazin-1-yl)piperidin-1-yl)pyridazine-3-carbonyl)piperidin-4-yl)butyl)-3-(pyridin-3-yl)acrylamide